2-Propoxyethyl acrylate C(C=C)(=O)OCCOCCC